(3R)-3-piperidinemethanol N1C[C@@H](CCC1)CO